2-(ethoxymethyl)-5-methylfuran C(C)OCC=1OC(=CC1)C